tin bis(oleate) C(CCCCCCC\C=C/CCCCCCCC)(=O)[O-].C(CCCCCCC\C=C/CCCCCCCC)(=O)[O-].[Sn+2]